C(CC)NCCCNCCC dipropyl-1,3-propylenediamine